pentaerythritol (3-mercaptobutyrate) SC(CC(=O)OCC(CO)(CO)CO)C